C(C=C)(=O)N1CCN(CC1)C1(CCOCC1)C1=CC=C(C=C1)[C@H](C)NC=1N=CC2=C(N1)N(C(C=C2)=O)C(CC)CC 2-{[(1S)-1-{4-[4-(4-acryloylpiperazin-1-yl)tetrahydro-2H-pyran-4-yl]phenyl}ethyl]amino}-8-(pentan-3-yl)pyrido[2,3-d]pyrimidin-7(8H)-on